[6-(3-cyclopropyl-1,2,4-triazol-1-yl)-2-azaspiro[3.3]heptan-2-yl]-[6-(2,4-difluorobenzyl)-2,6-diazaspiro[3.3]heptan-2-yl]methanone C1(CC1)C1=NN(C=N1)C1CC2(CN(C2)C(=O)N2CC3(C2)CN(C3)CC3=C(C=C(C=C3)F)F)C1